N-methyl-1-(p-tolyl)methanamine CNCC1=CC=C(C=C1)C